CN1N=CC(=C1C)C1=NC2=C(N=CC=C2C=C1)N 2-(1,5-dimethyl-1H-pyrazol-4-yl)-1,7-Naphthyridin-8-amine